2-bromo-N-((1r,2s)-2-(3,4-difluorophenyl)cyclopropyl)acetamide BrCC(=O)N[C@H]1[C@@H](C1)C1=CC(=C(C=C1)F)F